COC1=CC=C(CN(S(=O)(=O)C2=C3C=NN(C3=CC(=C2)NC(CC2=C(C=CC=C2)Cl)=O)CC2CCCCC2)CC2=CC=C(C=C2)OC)C=C1 N-(4-(N,N-bis(4-methoxybenzyl)sulfamoyl)-1-(cyclohexylmethyl)-1H-indazol-6-yl)-2-(2-chlorophenyl)acetamide